2-(4-(chloromethyl)benzyloxy)pyridine ClCC1=CC=C(COC2=NC=CC=C2)C=C1